C1CC(=O)NC2=C1C=CC(=C2)OCCCCN3CCN(CC3)C4=C(C(=CC=C4)Cl)Cl The molecule is a quinolone, a N-arylpiperazine, a N-alkylpiperazine, a dichlorobenzene, an aromatic ether and a delta-lactam. It has a role as a H1-receptor antagonist, a serotonergic agonist, a second generation antipsychotic and a drug metabolite.